ClC1=C(C(=CC=C1)C)NC(=O)C1=CN=C(S1)NC1=NC(=NC(=C1)N1CCN(CC1)CCO)C N-(2-chloro-6-methylphenyl)-2-[[6-[4-(2-hydroxyethyl)piperazin-1-yl]-2-methylpyrimidin-4-yl]amino]-1,3-thiazole-5-carboxamide